(R)-6-chloro-5-fluoro-1'-(5-((S)-1-(4-fluorophenyl)propyl)-4H-1,2,4-triazole-3-carbonyl)spiro[benzo[d][1,3]oxazine-4,3'-piperidine]-2(1H)-one ClC1=C(C2=C(NC(O[C@@]23CN(CCC3)C(=O)C3=NN=C(N3)[C@@H](CC)C3=CC=C(C=C3)F)=O)C=C1)F